COS(=O)(=O)[O-].OCC[N+](CC(COCCCCCCCCCCCC)O)(CCO)C N,N-bis(2-hydroxyethyl)-N-(3'-dodecyloxy-2'-hydroxypropyl)methyl-ammonium methylsulfate